ClC=1C=C(C=CC1)C#C\C=C/1\C(CN(CC1)C(=O)N(CC)CC)(C)C (4E)-4-[3-(3-chlorophenyl)prop-2-yn-1-ylidene]-N,N-diethyl-3,3-dimethylpiperidine-1-carboxamide